FC1=C(COC2=NC=CC(=C2)CNC(CC2=CC(=CC=C2)F)=O)C=CC(=C1)F N-((2-((2,4-Difluorobenzyl)oxy)pyridin-4-yl)methyl)-2-(3-fluorophenyl)acetamide